(R)-3-(3-(tert-butyl)-1-methyl-1H-pyrazol-5-yl)-1-((2-((1-methoxypropan-2-yl)amino)pyridin-4-yl)methyl)-5,5-dimethylimidazolidine-2,4-dione C(C)(C)(C)C1=NN(C(=C1)N1C(N(C(C1=O)(C)C)CC1=CC(=NC=C1)N[C@@H](COC)C)=O)C